tert-butyl (8S,9aR)-8-(2,3-dichloro-6-methoxyphenyl)-4-oxo-hexahydro-1H-pyrido[1,2-a]pyrazine-2-carboxylate ClC1=C(C(=CC=C1Cl)OC)[C@@H]1C[C@H]2N(C(CN(C2)C(=O)OC(C)(C)C)=O)CC1